sodium hydride, phosphonium salt [PH4+].[H-].[Na]